acryloxypropyliododimethylsilane C(C=C)(=O)OCCC[Si](C)(C)I